C(CC)N(CCC)C(=C(N(CCC)CCC)N(CCC)CCC)[SiH3] tri(dipropylamino)vinylsilane